(3-(2-Benzyl-4-methylphenoxy)propyl)-4-methylpiperazine hydrochloride Cl.C(C1=CC=CC=C1)C1=C(OCCCN2CCN(CC2)C)C=CC(=C1)C